FC=1C=C(C=CC1)[C@@H]1N(C[C@H](C1)O)C1=NC=2N(C=C1)N=CC2C(=O)NC 5-((2R,4S)-2-(3-fluorophenyl)-4-hydroxypyrrolidin-1-yl)-N-methylpyrazolo[1,5-a]pyrimidine-3-carboxamide